CNC=1N=C(C2=C(N1)C(=NC(=N2)NC)NCCC)NCC(C)C 1-(2,6-Bis-methylamino-8-propylamino-pyrimido[5,4-d]pyrimidin-4-yl-amino)-2-methyl-propan